3-(2-fluoro-pyridin-4-yl)-5-(1-methyl-1H-pyrazol-4-yl)thieno[3,2-b]pyridine FC1=NC=CC(=C1)C1=CSC=2C1=NC(=CC2)C=2C=NN(C2)C